[(1R)-1-(azetidin-1-ylmethyl)-2,2-difluorocyclopropyl]methyl acetate C(C)(=O)OC[C@]1(C(C1)(F)F)CN1CCC1